(2S)-2-(1-oxo-1,2,3,4-tetrahydronaphthalen-2-yl)pyrrolidine-1,2-dicarboxylic acid 1-tert-butyl ester C(C)(C)(C)OC(=O)N1[C@](CCC1)(C(=O)O)C1C(C2=CC=CC=C2CC1)=O